ClC=1C=CC(=C(C1)C1=CC(=C(N=N1)C1CC1)N)F 6-(5-chloro-2-fluorophenyl)-3-cyclopropylpyridazin-4-amine